(2R,4R)-6-chloro-N-[(3R,6S)-6-{[(7-chloroimidazo[1,2-a]pyridin-2-yl)methyl]carbamoyl}oxan-3-yl]-4-hydroxy-3,4-dihydro-2H-1-benzopyran-2-carboxamide ClC=1C=CC2=C([C@@H](C[C@@H](O2)C(=O)N[C@H]2CO[C@@H](CC2)C(NCC=2N=C3N(C=CC(=C3)Cl)C2)=O)O)C1